3-methyl-4-octanol CC(CC)C(CCCC)O